COC=1C=C(CN(C2=CC=C(CN3C(CNCC3)=O)C=C2)CC2=CC(=CC=C2)N2CCCC2)C=CC1 1-(4-((3-methoxybenzyl)(3-(pyrrolidin-1-yl)benzyl)amino)benzyl)piperazin-2-one